1-[(8S)-8-[2-[tert-butyl(dimethyl)silyl]oxyethoxy]-4-methyl-sulfonyl-5,6,7,8-tetrahydroquinazolin-2-yl]-2-methyl-indole-4-carboxamide [Si](C)(C)(C(C)(C)C)OCCO[C@H]1CCCC=2C(=NC(=NC12)N1C(=CC=2C(=CC=CC12)C(=O)N)C)S(=O)(=O)C